N1=CN=CC(=C1)C1CCC(CC1)C[N+]1=NOC(=C1)[N-]C(NC1=CC(=CC=C1)C(F)(F)F)=O (3-(((1R,4R)-4-(Pyrimidin-5-yl)cyclohexyl)methyl)-1,2,3-oxadiazol-3-ium-5-yl)((3-(trifluoromethyl)phenyl)carbamoyl)amide